4-(3-ethylphenyl)-2,2-dimethyl-1,3-dioxolane C(C)C=1C=C(C=CC1)C1OC(OC1)(C)C